CSC1=C(C=O)C=CC=C1 2-(methylthio)benzaldehyde